COC1=CC=C(CNCCCC2(CC2)C2CCNCC2)C=C1 N-(4-methoxybenzyl)-3-(1-(piperidin-4-yl)cyclopropyl)propan-1-amine